bis-(4-hydroxyphenyl)-1-(1-naphthyl)ethane OC1=CC=C(C=C1)C(C)(C1=CC=CC2=CC=CC=C12)C1=CC=C(C=C1)O